N1(C=NC=C1)C(OC(C(C)(C)N1N=C(C=2C=NC(=CC21)Cl)N2CCC2)CO[Si](C)(C)C(C)(C)C)=S O-[2-[3-(azetidin-1-yl)-6-chloro-pyrazolo[4,3-c]pyridin-1-yl]-1-[[tert-butyl(dimethyl)silyl]oxymethyl]-2-methyl-propyl] imidazole-1-carbothioate